N,4,4-trimethyl-cyclohexan-1-amine CNC1CCC(CC1)(C)C